N-[1-(2-methylpropyl)-1H-indazol-5-yl]-N'-[(pyridin-4-yl)methyl]urea CC(CN1N=CC2=CC(=CC=C12)NC(=O)NCC1=CC=NC=C1)C